N-((3R,5S)-5-((1H-1,2,3-Triazol-1-yl)methyl)pyrrolidin-3-yl)-5-(2-cyclopropoxy(trifluoromethoxy)phenyl)-1,3,4-oxadiazole-2-carboxamide TFA salt OC(=O)C(F)(F)F.N1(N=NC=C1)C[C@@H]1C[C@H](CN1)NC(=O)C=1OC(=NN1)C1=C(C(=CC=C1)OC(F)(F)F)OC1CC1